4-(2-chloroethyl)morpholinium hydrochloride Cl.ClCC[NH+]1CCOCC1